2-fluoro-6-(6a-(trifluoromethyl)-6,6a,7,8,9,10-hexahydro-5H-pyrazino[1',2':4,5]pyrazino[2,3-c]pyridazin-2-yl)phenol FC1=C(C(=CC=C1)C=1C=C2C(=NN1)NCC1(N2CCNC1)C(F)(F)F)O